COC1=C(N=C2C(=NC(=NC2=N1)C)N[C@H](C)C1=CC(=CC(=C1)C(F)(F)F)[N+](=O)[O-])O[C@@H]1COCC1 7-Methoxy-2-methyl-N-((R)-1-(3-nitro-5-(trifluoromethyl)phenyl)ethyl)-6-(((S)-Tetrahydrofuran-3-yl)oxy)pteridine-4-amine